1-(4-(5-isobutyl-2-sulfamoylthiophen-3-yl)benzyl)-1H-imidazol-3-ium carboxyformate C(=O)(O)C(=O)[O-].C(C(C)C)C1=CC(=C(S1)S(N)(=O)=O)C1=CC=C(CN2C=[NH+]C=C2)C=C1